N-[3-(trifluoromethyl)bicyclo[1.1.1]pentan-1-yl]acetamide FC(C12CC(C1)(C2)NC(C)=O)(F)F